(R)-N-((R)-1-(5-bromothiophen-2-yl)ethyl)-2-methylpropane-2-sulfinamide BrC1=CC=C(S1)[C@@H](C)N[S@](=O)C(C)(C)C